(6-chloro-4-iodo-1H-pyrazolo[3,4-b]pyridin-3-yl)isoindoline-1,3-dione ClC1=CC(=C2C(=N1)NN=C2N2C(C1=CC=CC=C1C2=O)=O)I